C(C)OC(CC1=C(C=C(C=C1)C(C)=O)OCC=1C=C(C2=C(C=C(O2)COC)C1)C1=CC(=CC=C1)CN)=O.C(#N)CC(=O)NCCCOC 2-cyano-N-(3-methoxypropyl)acetamide ethyl-2-(4-acetyl-2-((7-(3-(aminomethyl)phenyl)-2-(methoxymethyl)benzofuran-5-yl)methoxy)phenyl)acetate